trimethyl-[2-(1H-pyrrolo[2,3-b]pyridin-5-yl)ethynyl]silane C[Si](C#CC=1C=C2C(=NC1)NC=C2)(C)C